2-amino-4-((R)-5-chloro-3-(((S)-2-methylidenetetrahydro-1H-pyrrolizin-7a(5H)-yl)methoxy)-7,9-dihydrofuro[3,4-f]quinazolin-6-yl)-7-fluorobenzo[b]thiophene-3-carbonitrile NC1=C(C2=C(S1)C(=CC=C2C=2C1=C(C=3C=NC(=NC3C2Cl)OC[C@]23CCCN3CC(C2)=C)COC1)F)C#N